4-chloro-5-iodo-7-isopropyl-7H-pyrrolo[2,3-d]pyrimidine ClC=1C2=C(N=CN1)N(C=C2I)C(C)C